tert-butyl (S)-6-(7-bromo-6-iodo-2-((1-methylpyrrolidin-2-yl)methoxy)-8-(2,2,2-trifluoroethoxy)quinazolin-4-yl)-2,6-diazaspiro[3.4]octane-2-carboxylate BrC1=C(C=C2C(=NC(=NC2=C1OCC(F)(F)F)OC[C@H]1N(CCC1)C)N1CC2(CN(C2)C(=O)OC(C)(C)C)CC1)I